4-(p-Acetoxyphenyl)-butan-2-one C(C)(=O)OC1=CC=C(C=C1)CCC(C)=O